N-(((3s,5s,7s)-adamantan-1-yl)carbamothioyl)-4-methoxybenzenesulfonamide C12(CC3CC(CC(C1)C3)C2)NC(=S)NS(=O)(=O)C2=CC=C(C=C2)OC